1,3-bis(2',6'-diisopropylphenyl)-imidazolinium C(C)(C)C1=C(C(=CC=C1)C(C)C)[NH+]1CN(CC1)C1=C(C=CC=C1C(C)C)C(C)C